sodium anthraquinone-2,6-disulphonate C1=C(C=CC=2C(C3=CC(=CC=C3C(C12)=O)S(=O)(=O)[O-])=O)S(=O)(=O)[O-].[Na+].[Na+]